(R)- or (S)-2-(1-Methyl-1H-pyrazol-3-yl)-but-3-yn-2-ol CN1N=C(C=C1)[C@@](C)(C#C)O |o1:6|